4-(2,5-dihydroxy-4-sulfobenzamido)nicotinic acid OC1=C(C(=O)NC2=CC=NC=C2C(=O)O)C=C(C(=C1)S(=O)(=O)O)O